CN(C=1C(=NC=CC1)NC1=NC(=NS1)C1=NC=C(C=C1)OC1CCN(CC1)C)C N3,N3-dimethyl-N2-(3-(5-(1-methylpiperidin-4-yloxy)pyridin-2-yl)-1,2,4-thiadiazol-5-yl)pyridine-2,3-diamine